BrC=1C(=NC=CC1)[C@H](C)O (S)-1-(3-bromopyridin-2-yl)ethanol